C1(=CC=CC=C1)C1CCC(CC1)OC([C@@H](N)C)=O L-alanine 4-phenylcyclohexyl ester